tert-butyl (S)-6-((tert-butoxycarbonyl)amino)-2-((2-(5,6-dihydroxy-1,3-dioxoisoindolin-2-yl)ethyl)carbamoyl)-5-oxo-6,7-dihydro-1H,5H-pyrazolo[1,2-a]pyrazole-3-carboxylate C(C)(C)(C)OC(=O)N[C@@H]1C(N2N(C1)CC(=C2C(=O)OC(C)(C)C)C(NCCN2C(C1=CC(=C(C=C1C2=O)O)O)=O)=O)=O